5-(2-hydroxypropan-2-yl)-1-[(4-methoxyphenyl)methyl]piperidin-2-one OC(C)(C)C1CCC(N(C1)CC1=CC=C(C=C1)OC)=O